perfluorononanesulfonic acid sodium [Na].FC(C(C(C(C(C(C(C(C(F)(F)F)(F)F)(F)F)(F)F)(F)F)(F)F)(F)F)(F)F)(S(=O)(=O)O)F